ethyl 2,4,7-decatrienoate C(C=CC=CCC=CCC)(=O)OCC